BrC=1C(=NC=C(C1)C(C)(C)C)N 3-bromo-5-tert-butyl-pyridin-2-amine